1-[(4-chloro-1H-pyrazol-5-yl)methyl]-5',6'-dihydrospiro[pyrrolidine-3,4'-pyrrolo[1,2-b]pyrazol] ClC=1C=NNC1CN1CC2(CCN3N=CC=C32)CC1